ClC1=C(C=CC(=C1)[N+](=O)[O-])NC(CC=1C(=C(C(=O)N)C=CC1)OC)=O (2-((2-chloro-4-nitrophenyl)amino)-2-oxoethyl)-2-methoxybenzamide